C1(CCCCC1)C=1C=C(C(=CC1C)O)C(C1=CC=C(C=C1)O)C1=CC(=C(C=C1O)C)C1CCCCC1 bis(3-cyclohexyl-6-hydroxy-4-methylphenyl)-4-hydroxyphenylmethane